FC1=C(C=CC(=C1)F)C=1C(=C(C=NC1C)C(=O)NC1=CC(=C(C=C1)OC1=CC=NC2=CC(=C(N=C12)OC)OC)F)O 5-(2,4-Difluorophenyl)-N-[4-[(6,7-dimethoxy-1,5-naphthyridin-4-yl)oxy]-3-fluorophenyl]-4-hydroxy-6-methylpyridine-3-carboxamide